C1(CCCC1)OCCCC(C=O)(C)C 5-(cyclopentyloxy)-2,2-dimethylpentanal